OCCC1=CC=C(C=C1)C#CC1=CC=C(C=C1)C1N(C(NC1)=O)C(C)C 4-(4-((4-(2-hydroxyethyl)phenyl)ethynyl)phenyl)-3-isopropylimidazolin-2-one